N-cyclopropyl-3-fluoro-2-[3-[(trans)-2-[4-(3-pyrrolidin-1-ylpropyl)-2-pyridyl]vinyl]-1-Tetrahydropyran-2-yl-indazol-6-yl]sulfanylbenzamide C1(CC1)NC(C1=C(C(=CC=C1)F)SC1=CC=C2C(=NN(C2=C1)C1OCCCC1)\C=C\C1=NC=CC(=C1)CCCN1CCCC1)=O